ClC1=NC(=NC=C1)C(=O)NC1CC(C1)C1=CC=CC=C1 4-Chloro-N-((1r,3r)-3-phenylcyclobutyl)pyrimidine-2-carboxamide